N,N-diisopropylphosphoramidite C(C)(C)N(P([O-])[O-])C(C)C